CC1(N(C(CC(C1)OC(CCCCCCCCC(=O)OC1CC(N(C(C1)(C)C)OCCCCCCCC)(C)C)=O)(C)C)OCCCCCCCC)C bis(2,2,6,6-tetramethyl-1-octyloxy-4-piperidyl)decanedioate